ClC=1C(=CC(=C(C1)C=1C(=CC(=CC1)F)C(=O)OC1CC1)F)C(NC=1C=NC(=C(C1)Cl)N1N=CC=N1)=O cyclopropyl 5'-chloro-4'-((5-chloro-6-(2H-1,2,3-triazol-2-yl)pyridin-3-yl)carbamoyl)-2',4-difluoro-[1,1'-biphenyl]-2-carboxylate